methyl 3-[(2-chlorobenzyl)oxy]cyclobutane-1-carboxylate ClC1=C(COC2CC(C2)C(=O)OC)C=CC=C1